N1N=CC2=C1CN(C2)C(=O)[O-] 4,6-dihydropyrrolo[3,4-C]pyrazole-5(1H)-carboxylate